[Na].CC=1C=CC(=NC1)S(=O)(=O)N 5-methyl-2-pyridinyl-sulfonamide sodium salt